((3aR,4R,6R,6aR)-6-cyano-2,2-dimethyl-6-(4-pentanamidopyrrolo[2,1-f][1,2,4]triazin-7-yl)tetrahydrofuro[3,4-d][1,3]dioxol-4-yl)methyl (tert-butoxycarbonyl)-L-valinate C(C)(C)(C)OC(=O)N[C@@H](C(C)C)C(=O)OC[C@H]1O[C@]([C@@H]2OC(O[C@@H]21)(C)C)(C2=CC=C1C(=NC=NN12)NC(CCCC)=O)C#N